21-[4-[2,6-bis(allylamino)-4-pyrimidinyl]-1-piperazinyl]-16alpha-methylpregna-1,4-dien-3,20-dione C(C=C)NC1=NC(=CC(=N1)N1CCN(CC1)CC([C@H]1[C@@H](C[C@H]2[C@@H]3CCC4=CC(C=C[C@]4(C)[C@H]3CC[C@]12C)=O)C)=O)NCC=C